O=C1NC(CCC1C=1C=C(C(=NC1)F)CN1CCC(CC1)C=1OC2=C(N1)C=C(C(=C2)NC(C2=CN=C(C=C2)C(F)(F)F)=O)C(C)(C)O)=O N-(2-(1-((5-(2,6-dioxopiperidin-3-yl)-2-fluoropyridin-3-yl)methyl)piperidin-4-yl)-5-(2-hydroxypropan-2-yl)benzo[d]oxazol-6-yl)-6-(trifluoromethyl)nicotinamide